Cl.N[C@H]1[C@H](CCCC1)NC(=O)C1=CC(=NN1C)C1=NC(=NC=C1)NC=1C=C2C(=CN(C2=CC1)C)Cl N-[(1S,2R)-2-aminocyclohexyl]-3-{2-[(3-chloro-1-methyl-1H-indol-5-yl)amino]pyrimidin-4-yl}-1-methyl-1H-pyrazole-5-carboxamide hydrochloride